P(=O)(O)(O)O.C(CCCCCCCCCC(C)C)OCCCCCCCCCCC(C)C iso-tridecyl ether phosphate